C(C)(C)(C)C=1C=C(C=CC1)NC1=CC=2C(C3=CC=CC=C3C2C=C1)(C)C N-(3-tert-butylphenyl)-9,9-dimethyl-9H-fluoren-2-amine